(-)-4-((2-(3-Hydroxy-3-methyl-2-oxoindolin-1-yl)pyridin-4-yl)methyl)phthalazin-1(2H)-one OC1(C(N(C2=CC=CC=C12)C1=NC=CC(=C1)CC1=NNC(C2=CC=CC=C12)=O)=O)C